Cl.CN(C1CCC12CNCC2)C N,N-dimethyl-6-azaspiro[3.4]octan-1-amine hydrochloride